C(C1=CC=CC=C1)OC(=O)[C@H](C)OC(=O)[C@H](C)OC(=O)[C@H](C)OC(=O)[C@H](C)OC(=O)[C@H](C)OC(CCCCCCCCCCCCCCCCC)=O Octadecanoic acid (S)-1-((S)-1-{(S)-1-[(S)-1-((S)-1-benzyloxycarbonyl-ethoxycarbonyl)-ethoxycarbonyl]-ethoxycarbonyl}-ethoxycarbonyl)-ethyl ester